C(=O)(O)CCC1=CC=C(O[Zn])C=C1 (4-(2-carboxyethyl)phenoxy)zinc